C(=O)(O)C(CC#CCCN(CC=1C=C(C=CC1)CC(C(=O)O)C1CNCC1)CC=1C=C(C=CC1)CC(C(=O)O)C1CNCC1)C1CNCC1 3,3'-((((6-carboxy-6-(pyrrolidin-3-yl)hex-3-yn-1-yl)azanediyl)bis(methylene))bis(3,1-phenylene))bis(2-(pyrrolidin-3-yl)propanoic acid)